FC=1C=C(C=CC1)C1=CC(=CC=C1)C[C@@H]1N(CC[C@@H]1NS(=O)(=O)C)C(=O)N(C)C (2S,3S)-2-((3'-fluorobiphenyl-3-yl)methyl)-N,N-dimethyl-3-((methylsulfonyl)amino)pyrrolidine-1-carboxamide